p-Methylcumen CC1=CC=C(C=C1)C(C)C